ClC=1C(=CC(=NC1)N1C[C@H](N(CC1)C)C)N1CC(C1)C(=O)NC(C)(C)C1=CN=C2N1C=CC=C2 1-{5-chloro-2-[(3R)-3,4-dimethylpiperazin-1-yl]pyridin-4-yl}-N-(2-{imidazo[1,2-a]pyridin-3-yl}propan-2-yl)azetidine-3-carboxamide